2-(tert-butoxycarbonylamino)-2-[(4S)-6,8-difluorochroman-4-yl]acetic acid C(C)(C)(C)OC(=O)NC(C(=O)O)[C@H]1CCOC2=C(C=C(C=C12)F)F